Cl.N[C@@H](CCC(=O)N)[C@@H](C)OCC1=CC=C(C=C1)CCCOCCCCCCOCCCC1=CC2=C(N(C(N2C)=O)C2C(NC(CC2)=O)=O)C=C1 (4S,5R)-4-amino-5-[(4-[3-[(6-[3-[1-(2,6-dioxopiperidin-3-yl)-3-methyl-2-oxo-1,3-benzodiazol-5-yl]propoxy]hexyl)oxy]propyl]phenyl)meth-oxy]hexanamide hydrochloride